C(C)(C)(C)NC1CN(CC1)C=1N=NC(=CN1)C1=CC=C(C(=C1O)F)C=1C=NNC1 6-{3-[3-(tert-butylamino)pyrrolidin-1-yl]-1,2,4-triazin-6-yl}-2-fluoro-3-(1H-pyrazol-4-yl)phenol